1-(2,5-dichlorophenyl)-3-[1-(2-methylpropyl)-5-oxopyrrolidin-3-yl]thiourea ClC1=C(C=C(C=C1)Cl)NC(=S)NC1CN(C(C1)=O)CC(C)C